2,4,6-trimethylbenzoyl-2,4-xylylphenylphosphine oxide CC1=C(C(=O)P(C2=CC=CC=C2)(C2=C(C=C(C=C2)C)C)=O)C(=CC(=C1)C)C